furfural-d4 C(C1=C(C(=C(O1)[2H])[2H])[2H])(=O)[2H]